2-(3-Chlorobenzyl)-5-fluoro-2H-indazole-6-carboxylic acid ClC=1C=C(CN2N=C3C=C(C(=CC3=C2)F)C(=O)O)C=CC1